FC1=C(/C=C/C2=NC=CC3=CC=CC=C23)C(=CC=C1)F (E)-1-(2,6-difluorostyryl)isoquinoline